2-(2-Chlorophenyl)-5-methylpyrrolidine ClC1=C(C=CC=C1)C1NC(CC1)C